Diisodecyloxypentaerythritol C(CCCCCCC(C)C)OC(O)(C(CO)(CO)CO)OCCCCCCCC(C)C